3-cyclopropyl-7-fluoro-4-(3-methyl-4-methanesulfonyl-phenyl)-1H-pyrazolo[4,3-c]Pyridine C1(CC1)C1=NNC2=C1C(=NC=C2F)C2=CC(=C(C=C2)S(=O)(=O)C)C